3-[[4-[[(3R,4R)-3-isobutyl-1,2,3,4-tetrahydroisoquinolin-4-yl]oxy]-6-(o-tolyl)pyrimidin-2-yl]sulfamoyl]benzoic acid C(C(C)C)[C@H]1NCC2=CC=CC=C2[C@H]1OC1=NC(=NC(=C1)C1=C(C=CC=C1)C)NS(=O)(=O)C=1C=C(C(=O)O)C=CC1